7-amino-1-(isopropylamino)-2,6-naphthyridine-3-carbaldehyde NC1=NC=C2C=C(N=C(C2=C1)NC(C)C)C=O